C[C@H]1N(C[C@@H](N(C1)C=1C=2C(N(C(C1)=O)C)=CN(N2)C2OCCCC2)C)C(=O)OC(C)(C)C tert-butyl (2R,5S)-2,5-dimethyl-4-(4-methyl-5-oxo-2-(tetrahydro-2H-pyran-2-yl)-4,5-dihydro-2H-pyrazolo[4,3-b]pyridin-7-yl)piperazine-1-carboxylate